(R)-2-(4-(4-chloro-6-oxo-1,6-dihydropyridine-3-carbonyl)piperazin-1-yl)-N-(5-(4-fluorophenoxy)pyridin-2-yl)propanamide ClC=1C(=CNC(C1)=O)C(=O)N1CCN(CC1)[C@@H](C(=O)NC1=NC=C(C=C1)OC1=CC=C(C=C1)F)C